PYRROLO-PYRIDIN-2-ONE N=1C(C=C2C1C=CC=N2)=O